3-(4-amino-2-((3-fluoropyridin-2-yl)methyl)-7-(4-methyloxazol-5-yl)-2H-[1,2,3]triazolo[4,5-c]pyridin-6-yl)benzonitrile NC1=NC(=C(C=2C1=NN(N2)CC2=NC=CC=C2F)C2=C(N=CO2)C)C=2C=C(C#N)C=CC2